(1R,4R)-5-(2-(2-bromo-3-fluoroisonicotinamido)-4-fluorophenyl)-2,5-diazabicyclo[2.2.1]heptane-2-carboxylic acid tert-butyl ester C(C)(C)(C)OC(=O)N1[C@H]2CN([C@@H](C1)C2)C2=C(C=C(C=C2)F)NC(C2=C(C(=NC=C2)Br)F)=O